CC=1C=C(COC2=CC=C(C=C2)SC2=C(OC=C2)C2C(NC(N2)=O)=O)C=CC1 5-{3-[4-(3-Methylbenzyloxy)phenylthio]fur-2-yl}imidazolidin-2,4-dion